C(CCCC)C(C(=O)O)=C n-pentylacrylic acid